(S)-2-methyl-1-(2-methylpiperazin-1-yl)propan-1-one TFA salt OC(=O)C(F)(F)F.CC(C(=O)N1[C@H](CNCC1)C)C